C(C)(C)C1=CC2=C(N=C(S2)NC(C2=CC=C(C=C2)N2CCOCC2)=O)C=C1 N-(6-Isopropylbenzothiazol-2-yl)-4-morpholinobenzamid